1-((2R,4S,5R)-5-((bis(4-methoxyphenyl)(phenyl)methoxy)methyl)-4-hydroxytetrahydrofuran-2-yl)-2,4-dioxo-N-phenyl-1,2,3,4-tetrahydropyrimidine-5-carboxamide COC1=CC=C(C=C1)C(OC[C@@H]1[C@H](C[C@@H](O1)N1C(NC(C(=C1)C(=O)NC1=CC=CC=C1)=O)=O)O)(C1=CC=CC=C1)C1=CC=C(C=C1)OC